OS(=O)(=O)C(F)(F)F.ClCC(=O)C1=CC=C(C=C1)OCCN(C)C 2-Chloro-1-{4-[2-(dimethylamino)ethoxy]phenyl}ethan-1-one triflate